N[C@@H]1C[C@H](CC1)NC=1C(=NC=CN1)C=1C=CC(NC1)=O 5-[[[(1S,3S)-3-aminocyclopentyl]amino]pyrazin-2-yl]pyridin-2-one